[Si](C)(C)(C(C)(C)C)O[C@@H](CC(=O)OC)C(C(C1=CC=CC=C1)[S@@](=O)C(C)(C)C)N[S@@](=O)C(C)(C)C Methyl (3S)-3-((tert-butyldimethylsilyl)oxy)-5-((R)-tert-butylsulfinyl)-4-(((S)-tert-butylsulfinyl)amino)-5-phenylpentanoate